1-(3-bromo-2-{[1-(p-chlorophenyl)-3-pyrazolyloxy]methyl}phenyl)-4-methyl-1,4-dihydro-5-tetraazolone BrC=1C(=C(C=CC1)N1N=NN(C1=O)C)COC1=NN(C=C1)C1=CC=C(C=C1)Cl